S1PSP1 1,3,2,4-dithiadiphosphetane